nonanediol chloride [Cl-].C(CCCCCCCC)(O)O